ClC1=CC=C(C=C1)SC1=C(C2=CC=CC=C2C=C1)N 2-(p-chlorophenylthio)-1-naphthylamine